7-bromonaphthalene-1-Amine BrC1=CC=C2C=CC=C(C2=C1)N